tert-butyl 7-((5-(4-(dimethylcarbamoyl)phenyl)pyridin-2-yl)amino)-2,3-dihydro-1H-pyrido[2,3-b][1,4]oxazine-1-carboxylate CN(C(=O)C1=CC=C(C=C1)C=1C=CC(=NC1)NC1=CC2=C(OCCN2C(=O)OC(C)(C)C)N=C1)C